(1R)-octahydro-2H-quinolizin-1-yl 4-{[6-(2,6-dichlorophenyl)-5-oxo-5,6-dihydroimidazo[1,2-a]pyrimido[5,4-e]pyrimidin-2-yl]amino}benzoate ClC1=C(C(=CC=C1)Cl)N1C=2N(C3=C(C1=O)C=NC(=N3)NC3=CC=C(C(=O)O[C@@H]1CCCN4CCCCC14)C=C3)C=CN2